FC1(OC2=C(C=CC=3CCO[C@H](C23)CNC)O1)F (R)-1-(2,2-difluoro-7,9-dihydro-6H-[1,3]dioxolo[4,5-H]isochromen-9-yl)-N-methyl-methylamine